N-(2-(4-fluorophenyl)propan-2-yl)-3-((6-phenylpyridazin-3-yl)amino)benzamide FC1=CC=C(C=C1)C(C)(C)NC(C1=CC(=CC=C1)NC=1N=NC(=CC1)C1=CC=CC=C1)=O